F[C@@H]1C[C@@H](N(C1)C(CC=1N=NN(C1)C)=O)C(=O)N[C@H](C1=CC=C(C=C1)C(C)C)C1=CC=CC=C1 |&1:3| (2RS,4R)-4-fluoro-1-[2-(1-methyl-1H-1,2,3-triazol-4-yl)acetyl]-N-[(S)-phenyl[4-(propan-2-yl)phenyl]methyl]pyrrolidine-2-carboxamide